ClC=1C(=CC(=C(C1)NC1=NC=NC2=CC(=C(C=C12)NC1CCN(CC1)C(C=C)=O)OC)OC)OC1=NC=CC=C1 1-(4-((4-((5-chloro-2-methoxy-4-(pyridin-2-yloxy)phenyl)amino)-7-methoxy-quinazolin-6-yl)amino)piperidin-1-yl)prop-2-en-1-one